FC1=C(C=CC(=C1F)C1CCC(CC1)C1CCC(CC1)CCC)C1=CC=C(C(=C1O)F)C(F)(F)F 6-[2,3-difluoro-4-[4-(4-propylcyclohexyl)cyclohexyl]phenyl]-2-fluoro-3-(trifluoromethyl)phenol